C(CCCCCCC)(=O)NO.[K] potassium hydrogen caprylhydroxamate